COC=1C(=CC2=C(N=C(S2)NC(C(NC2=CC(=CC=C2)OC)C2=CC=C(C=C2)S(=O)(=O)CC)=O)C1)OC N-(5,6-Dimethoxy-benzothiazol-2-yl)-2-(4-ethanesulfonyl-phenyl)-2-(3-methoxy-phenylamino)-acetamide